FC1=C(C=CC=C1)C1=CC(=CC=C1)N(C1=NC=2N(C3=CC=CC=C13)C=NN2)C N-(2'-Fluoro-[1,1'-biphenyl]-3-yl)-N-methyl-[1,2,4]triazolo[4,3-a]quinazolin-5-amine